5-(1-(((R)-3-methylbutan-2-yl)amino)-2,3,4,9-tetrahydro-1H-carbazol-6-yl)isoindolin-1-one CC([C@@H](C)NC1CCCC=2C3=CC(=CC=C3NC12)C=1C=C2CNC(C2=CC1)=O)C